Methyl 4-(benzyloxy)-7,8-dichloroisoquinoline-3-carboxylate C(C1=CC=CC=C1)OC1=C(N=CC2=C(C(=CC=C12)Cl)Cl)C(=O)OC